O(CCCO)CCCO 3,3'-oxydipropyl alcohol